t-butyl (2E)-3-(4-bromophenyl)-2-propenoate BrC1=CC=C(C=C1)/C=C/C(=O)OC(C)(C)C